(S)-N-((1-isopropylpyrrolidin-2-yl)methyl)-6-methyl-5-((1-methyl-8-(1-methyl-1H-pyrazol-4-yl)-1H-pyrazolo[3,4-d]pyrrolo[1,2-b]pyridazin-3-yl)amino)nicotinamide C(C)(C)N1[C@@H](CCC1)CNC(C1=CN=C(C(=C1)NC1=NN(C=2C=3N(N=CC21)C=C(C3)C=3C=NN(C3)C)C)C)=O